2,2,3,3-tetramethyl-4-phenyl-1-p-nitrobenzenesulfonylpyrrolidine CC1(N(CC(C1(C)C)C1=CC=CC=C1)S(=O)(=O)C1=CC=C(C=C1)[N+](=O)[O-])C